tridodecylfluorosilane C(CCCCCCCCCCC)[Si](F)(CCCCCCCCCCCC)CCCCCCCCCCCC